C(C)(=O)NC1(C(CC(C1)CCB1OC(C(O1)(C)C)(C)C)CNC(OCC1=CC=CC=C1)=O)C(NC(C)(C)C)=O benzyl ((2-acetamido-2-(tert-butylcarbamoyl)-4-(2-(4,4,5,5-tetramethyl-1,3,2-dioxaborolan-2-yl)ethyl)cyclopentyl)methyl)carbamate